2-((R)-4-(cyclopropanecarbonyl)-3-methylpiperazin-1-yl)-N-((1S,2S)-2-methylcyclopropyl)thieno[2,3-d]thiazole-5-carboxamide C1(CC1)C(=O)N1[C@@H](CN(CC1)C=1SC2=C(N1)SC(=C2)C(=O)N[C@@H]2[C@H](C2)C)C